O1C=C(C2=C1C=CC=C2)C[C@H](NC(=O)OCCC2=CC(=CC=C2)C=C(C2=NC=CC=C2)C#N)B(O)O (R)-(2-(benzofuran-3-yl)-1-(((3-(2-cyano-2-(pyridin-2-yl)vinyl)phenethoxy)carbonyl)amino)ethyl)boronic acid